NCCOCCOCCOCCOCCN(C/C=C/C(=O)OC)C methyl (E)-4-[2-[2-[2-[2-(2-aminoethoxy) ethoxy]ethoxy]ethoxy]ethyl-methyl-amino]but-2-enoate